(E)-7-(3-(4-hydroxy-3,5-dimethoxybenzylidene)-2,5-dioxopyrrolidinyl)-N-hydroxyheptylamide OC1=C(C=C(\C=C/2\C(N(C(C2)=O)C(CCCCCC[NH-])O)=O)C=C1OC)OC